C(C1=CC=CC=C1)N1C[C@@H]([C@@H](CC1)C)N(C=1C2=C(N=CN1)NC=C2)C N-((3R,4R)-1-benzyl-4-methylpiperidine-3-yl)-N-methyl-7H-pyrrolo[2,3-d]pyrimidine-4-amine